C(#N)C=1C=C(C=CC1OC(C)C)C1=NC(=NO1)C1=CC=C(C2=CC=CC=C12)CN1CC(C1)C(=O)NC ((4-(5-(3-cyano-4-isopropoxyphenyl)-1,2,4-oxadiazol-3-yl)naphthalen-1-yl)methyl)-N-methylazetidine-3-carboxamide